BrC=1C=CC(=C(C1)C1CN(CCC1)C(=O)OC(C)(C)C)C(=O)OC tert-butyl 3-(5-bromo-2-(methoxycarbonyl)phenyl)piperidine-1-carboxylate